benzyl 3-(1-tert-butoxycarbonylazetidin-3-yl)-3-hydroxy-pyrrolidine-1-carboxylate C(C)(C)(C)OC(=O)N1CC(C1)C1(CN(CC1)C(=O)OCC1=CC=CC=C1)O